BrC=1N(C(=C(N1)C(=O)OCC)SCC)C ethyl 2-bromo-5-(ethylsulfanyl)-1-methyl-1H-imidazole-4-carboxylate